N,N-bis-(2-hydroxyethyl)-p-phenylenediamine OCCN(C1=CC=C(C=C1)N)CCO